7-((fluoromethyl)sulfonamido)-5-azaspiro[2.4]heptane-5-carboxamide FCS(=O)(=O)NC1CN(CC12CC2)C(=O)N